ClC=1C(=C(C=CC1)NC1=C(NC2=C1C(NCC2)=O)C2=NC(=NC=C2)NCC2=NN(C=C2)C)OC 3-[(3-chloro-2-methoxyphenyl)amino]-2-(2-[[(1-methylpyrazol-3-yl)methyl]amino]pyrimidin-4-yl)-1H,5H,6H,7H-pyrrolo[3,2-c]pyridin-4-one